O=C1NC(CCC1N(C1=CC(=C(C(=C1)F)N1CCC(CC1)CN1CCC2(CC(C2)NC(OC(C)(C)C)=O)CC1)F)C)=O tert-butyl (7-((1-(4-((2,6-dioxopiperidin-3-yl)(methyl)amino)-2,6-difluorophenyl)piperidin-4-yl) methyl)-7-azaspiro[3.5]nonan-2-yl)carbamate